t-butyl hydroperoxide sodium sulfite S(=O)([O-])[O-].[Na+].C(C)(C)(C)OO.[Na+]